2-Bromo-1-((3R,6R,8S,10S,12S,14S,17S)-3-hydroxy-3,13-dimethylhexadecahydro-6,10-(epoxymethano)cyclopenta[a]phenanthren-17-yl)ethan-1-one BrCC(=O)[C@H]1CC[C@H]2[C@@H]3C[C@@H]4C5C[C@](CC[C@@]5(C3CCC12C)CO4)(C)O